2-[CYCLOHEXYL(ETHYL)AMINO]ACETALDEHYDE C1(CCCCC1)N(CC=O)CC